C1(CCCCC1)[C@H]1[C@H](C=2C=CC(=CC2CC1)O)C1=C(C=C(C=C1)N1CCC(CC1)C(OC)OC)C (5S,6S)-6-cyclohexyl-5-(4-(4-(dimethoxymethyl)piperidin-1-yl)-2-methylphenyl)-5,6,7,8-tetrahydronaphthalen-2-ol